FC=1C(=C(C=C(C1)C1=NOC(=N1)[C@@H]1[C@H](C1)F)NC(=O)C1=CN=C2N1C=CC(=C2)N2CCN(CC2)C(=O)OC(C)(C)C)C tert-butyl 4-(3-((3-fluoro-5-(5-((1R,2S)-2-fluorocyclopropyl)-1,2,4-oxadiazol-3-yl)-2-methylphenyl)carbamoyl)imidazo[1,2-a]pyridin-7-yl)piperazine-1-carboxylate